3-(4-aminophenyl)-1-(1,4-dioxaspiro[4.5]dec-8-yl)-1H-pyrazolo[3,4-d]pyrimidin-4-ylamine NC1=CC=C(C=C1)C1=NN(C2=NC=NC(=C21)N)C2CCC1(OCCO1)CC2